N-(4-chlorophenyl)-1-methyl-9-(1H-pyrrolo[2,3-b]pyridin-4-yl)-6,7-dihydro-5H-benzo[c][1,2,3]triazolo[1,5-a]azepin-7-amine ClC1=CC=C(C=C1)NC1C2=C(C=3N(CC1)N=NC3C)C=CC(=C2)C2=C3C(=NC=C2)NC=C3